OC=1C(=C(C(=CC1)C)C1=C(C2=C(N=C1)NC(=C2)C2=NN=CN2)C#N)C 5-(3-hydroxy-2,6-dimethylphenyl)-2-(4H-1,2,4-triazol-3-yl)-1H-pyrrolo[2,3-b]pyridine-4-carbonitrile